NC(C(=O)O)CC#N 2-AMINO-3-CYANOPROPANOIC ACID